C(C)OC(=O)C12CCC(N2CC(C1)=CF)=O ethyl-2-(fluoromethylene)-5-oxotetrahydro-1H-pyrrolizine-7a(5H)-carboxylate